(2-(7-(2-(phenylamino)-[1,2,4]triazolo[1,5-a]pyridin-8-yl)naphthalen-1-yl)ethyl)phosphonic acid C1(=CC=CC=C1)NC1=NN2C(C(=CC=C2)C2=CC=C3C=CC=C(C3=C2)CCP(O)(O)=O)=N1